4-((4-(2-(2,6-dioxopiperidin-3-yl)-1,3-dioxoisoindolin-4-yl)piperazin-1-yl)methyl)benzaldehyde O=C1NC(CCC1N1C(C2=CC=CC(=C2C1=O)N1CCN(CC1)CC1=CC=C(C=O)C=C1)=O)=O